(1R,2S,3R)-N-[7-chloro-6-[4-((3R,4R)-4-fluoro-3-methyl-tetrahydrofuran-3-yl)piperazin-1-yl]-3-isoquinolinyl]-2-ethyl-3-(1-methylpyrazol-3-yl)cyclopropanecarboxamide ClC1=C(C=C2C=C(N=CC2=C1)NC(=O)[C@@H]1[C@H]([C@H]1C1=NN(C=C1)C)CC)N1CCN(CC1)[C@@]1(COC[C@@H]1F)C